1-(4-(2,4-difluorophenoxy)-3-(6-methyl-7-oxo-6,7-dihydro-1H-pyrrolo[2,3-c]pyridin-4-yl)phenyl)-3,3-dimethylpyrrolidine-2,5-dione FC1=C(OC2=C(C=C(C=C2)N2C(C(CC2=O)(C)C)=O)C=2C3=C(C(N(C2)C)=O)NC=C3)C=CC(=C1)F